tert-butyl 4-(3-methyl-4-nitro-pyrazol-1-yl)piperidine-1-carboxylate CC1=NN(C=C1[N+](=O)[O-])C1CCN(CC1)C(=O)OC(C)(C)C